BrC=1C(=C(C=O)C=CC1)Cl bromo-2-chloro-benzaldehyde